NCCOCCNC(C1=C(C=C(C=C1)NC=1C=2N(C=CN1)C(=CN2)C=2C(=NN(C2)CC#N)C(F)(F)F)C)=O N-[2-(2-aminoethoxy)ethyl]-4-[[3-[1-(cyanomethyl)-3-(trifluoromethyl)pyrazol-4-yl]imidazo[1,2-a]pyrazin-8-yl]amino]-2-methylbenzamide